methyl 2-(4-{2-[(4-{[6-(5-chloro-2-fluorophenyl)-3-methylpyridazin-4-yl]amino}pyridin-2-yl)carbamoyl]ethyl}piperazin-2-yl)acetate ClC=1C=CC(=C(C1)C1=CC(=C(N=N1)C)NC1=CC(=NC=C1)NC(=O)CCN1CC(NCC1)CC(=O)OC)F